(S)-N-(1-(2,4-difluorophenyl)ethyl)-2-(2,4-dioxo-7-(trifluoromethyl)-1,4-dihydroquinazolin-3(2H)-yl)acetamide FC1=C(C=CC(=C1)F)[C@H](C)NC(CN1C(NC2=CC(=CC=C2C1=O)C(F)(F)F)=O)=O